C=C=O E-ketene